O1[C@H](COCC1)CN1N=C2C3=C(CC(C2=C1)C)OC(=C3C(F)(F)F)C(=O)NCC=3N=CN(C3)C 2-{[(2S)-1,4-dioxan-2-yl]methyl}-4-methyl-N-[(1-methyl-1H-imidazol-4-yl)methyl]-8-(trifluoromethyl)-4,5-dihydro-2H-furo[2,3-g]indazole-7-carboxamide